3,3'-(((((4-(2-carboxy-2-(pyrrolidin-3-yl)ethyl)benzofuran-2-yl)methyl)azanediyl)bis(methylene))bis(3,1-phenylene))bis(2-(pyrrolidin-3-yl)propanoic acid) C(=O)(O)C(CC1=CC=CC2=C1C=C(O2)CN(CC=2C=C(C=CC2)CC(C(=O)O)C2CNCC2)CC=2C=C(C=CC2)CC(C(=O)O)C2CNCC2)C2CNCC2